3-benzyloxy-2-hydroxymethyl-1-(3-methoxypropyl)-6-methylpyridin-4-one C(C1=CC=CC=C1)OC1=C(N(C(=CC1=O)C)CCCOC)CO